5-sulphosalicylic acid S(=O)(=O)(O)C1=CC=C(C(C(=O)O)=C1)O